C(#N)CCOCCN1C(C=CC=C1)=O N-(2-cyanoethoxy)ethyl-pyridone